(Sa)-6-(5-Chloro-1-(4-(2-methoxypyridin-4-yl)benzyl)-1H-indazol-7-carboxamido)spiro-[3.3]heptan ClC=1C=C2C=NN(C2=C(C1)C(=O)NC1CC2(CCC2)C1)CC1=CC=C(C=C1)C1=CC(=NC=C1)OC